BrC1=CC=C(C=C1)C(=CC(=O)[O-])C.[Na+] sodium 3-p-bromophenyl-2-butenoate